C(CCC)C1=NC2(C(N1CC1=CC=C(C3=C1C=C(O3)C)C3=C(C=CC=C3)S(=O)(=O)NC3=NOC(=C3C)C)=O)CCCC2 2-(4-((2-butyl-4-oxo-1,3-diazaspiro[4.4]non-1-en-3-yl)methyl)-2-methylbenzofuran-7-yl)-N-(4,5-dimethylisoxazol-3-yl)benzenesulfonamide